5'-O-(4,4'-dimethoxytrityl)-deoxythymidine COC1=CC=C(C(C2=CC=C(C=C2)OC)(C2=CC=CC=C2)OC[C@@H]2[C@H](C[C@@H](O2)N2C(=O)NC(=O)C(C)=C2)O)C=C1